COC1=NOC(=C1)C(=O)O 3-methoxy-1,2-oxazole-5-carboxylic acid